CC1=NC(=CC=C1S(=O)(=O)NC1CC2(CN(C2)C2CCOCC2)C1)C(F)(F)F 2-Methyl-N-(2-(tetrahydro-2H-pyran-4-yl)-2-azaspiro[3.3]heptan-6-yl)-6-(trifluoromethyl)pyridine-3-sulfonamide